2-(4-dimethylamino-phenyl)-1H-benzimidazole-5-carboxylic acid (3-chloro-phenyl)-amide ClC=1C=C(C=CC1)NC(=O)C1=CC2=C(NC(=N2)C2=CC=C(C=C2)N(C)C)C=C1